NC1=C(C=C(C#N)C=C1)NCC12CC3(OCCO3)CCC2C1 rac-4-Amino-3-((spiro[bicyclo[4.1.0]heptane-3,2'-[1,3]dioxolan]-1-ylmethyl)amino)benzonitrile